N1=C(C=CC=C1)C(O)C1=NC=CC=C1 bis(pyridin-2-yl)methanol